C[C@@H]1CN(C(=CC1)C=1C=CC2=C(N=C(S2)C23CN(C(CC2)CC3)C)C1)C(=O)OC(C)(C)C (S)-tert-butyl 3-methyl-6-(2-(2-methyl-2-azabicyclo[2.2.2]octan-4-yl)benzo[d]thiazol-5-yl)-3,4-dihydropyridine-1(2H)-carboxylate